(4-methoxy-3-propoxyphenyl)pyrimidin COC1=C(C=C(C=C1)C1=NC=CC=N1)OCCC